2-(5-methylfuran-2-yl)ethanethiol CC1=CC=C(O1)CCS